3-(1-(4-fluorophenyl)pyrrolidin-3-yl)-1-methyl-1H-pyrazol-5-amine FC1=CC=C(C=C1)N1CC(CC1)C1=NN(C(=C1)N)C